FC=1C=C2C3(C(NC2=CC1)=O)N(CCC31C(CCCC1)=O)C 5''-fluoro-1'-methyldispiro[cyclohexan-1,3'-pyrrolidin-2',3''-indoline]-2,2''-dione